(2S,4R)-N-[2-[[3-chloro-5-(trifluoromethyl)-2-pyridyl]sulfanyl]ethyl]-1-[(2S)-2-(4-cyclopropyltriazol-1-yl)-3,3-dimethyl-butanoyl]-4-hydroxy-pyrrolidine-2-carboxamide ClC=1C(=NC=C(C1)C(F)(F)F)SCCNC(=O)[C@H]1N(C[C@@H](C1)O)C([C@H](C(C)(C)C)N1N=NC(=C1)C1CC1)=O